C(#N)C=1C=C2C(=NC1)N(C=C2)C2=CC(=C(C=N2)C2=NN=CS2)NC 5-(6-(5-cyano-1H-pyrrolo[2,3-b]pyridin-1-yl)-4-(methylamino)pyridin-3-yl)-1,3,4-thiadiazole